C(CCCCCCCCCCCCCCC)(=O)OCC(OC(CCCCCCCCCCCCCCCCCCCCC)=O)COP(=O)(O)OC[C@H](N)C(=O)O 1-hexadecanoyl-2-docosanoyl-glycero-3-phosphoserine